N-(4-methoxy-5-((6-((R)-3-(naphthalene-2-yl)isoxazolidine-2-yl)pyrimidine-4-yl)amino)-2-(4-(4-(oxetane-3-yl)piperazine-1-yl)piperidine-1-yl)phenyl)acrylamide aluminum [Al].COC1=CC(=C(C=C1NC1=NC=NC(=C1)N1OCC[C@@H]1C1=CC2=CC=CC=C2C=C1)NC(C=C)=O)N1CCC(CC1)N1CCN(CC1)C1COC1